FC(F)(F)S(=O)(=O)OC1=C(C(=CC2=CC=CC(=C12)C#C[Si](C(C)C)(C(C)C)C(C)C)NC(=O)OC(C)(C)C)F 3-((t-butoxycarbonyl)amino)-2-fluoro-8-((triisopropylsilyl)ethynyl)naphthalen-1-yl trifluoromethylsulfonate